N-[[6-(Chroman-3-ylmethoxy)-2-pyridyl]sulfonyl]-2-(2,2,4-trimethylpyrrolidin-1-yl)pyridin-3-carboxamid O1CC(CC2=CC=CC=C12)COC1=CC=CC(=N1)S(=O)(=O)NC(=O)C=1C(=NC=CC1)N1C(CC(C1)C)(C)C